(1R,3S,5S)-N-(3-(2H-1,2,3-triazol-2-yl)-4-(trifluoromethyl)phenyl)-3-methyl-1-(5-methyl-1,3,4-oxadiazol-2-yl)-6-azabicyclo[3.1.1]heptane-6-carboxamide N=1N(N=CC1)C=1C=C(C=CC1C(F)(F)F)NC(=O)N1[C@H]2C[C@@H](C[C@@]1(C2)C=2OC(=NN2)C)C